C(CC)[NH3+] propylazanium